CC1(CCN(CC1)C=1OC2=C(C=C(C=C2C(C1)=O)C)C(C)NC1=C(C=CC=C1)B(O)O)C [2-[1-[2-(4,4-Dimethyl-1-piperidyl)-6-methyl-4-oxo-chromen-8-yl]ethylamino]phenyl]boronic Acid